methyl 3-chloro-6-(cyclopropanecarboxamido)pyrazine-2-carboxylate ClC=1C(=NC(=CN1)NC(=O)C1CC1)C(=O)OC